BrC1=C(C2=C(N=C(S2)N2C(C3=CC=CC=C3C2=O)=O)C=C1)OC 2-(6-bromo-7-methoxybenzo[d]thiazol-2-yl)isoindoline-1,3-dione